[Si](C)(C)(C(C)(C)C)O[C@H](C(=O)OC)CC=O methyl (S)-2-(tert-Butyldimethylsilyloxy)-4-oxobutanoate